COC=1C=C2C3(C(N(C2=CC1)C(=O)[O-])=O)CC3 5'-methoxy-2'-oxo-spiro[cyclopropane-1,3'-indoline]-1'-carboxylate